(3R)-3-((5-(6,6-difluorobicyclo[3.1.0]hexan-1-yl)-7H-pyrrolo[2,3-d]pyrimidin-4-yl)amino)piperidine-1-carboxylic acid tert-butyl ester C(C)(C)(C)OC(=O)N1C[C@@H](CCC1)NC=1C2=C(N=CN1)NC=C2C21CCCC1C2(F)F